N-(4-((2-(1,1-difluoroethyl)-6-methylpyrimidin-4-yl)amino)-5-(((2R,6R)-6-methyltetrahydro-2H-pyran-2-yl)methoxy)pyridin-2-yl)acetamide FC(C)(F)C1=NC(=CC(=N1)NC1=CC(=NC=C1OC[C@@H]1O[C@@H](CCC1)C)NC(C)=O)C